5-methyl-5-carboxybenzyl-bicyclo[2.2.1]hept-2-ene CC1(CC=CC(CC23C=CC(CC2)C3)=C1)C(=O)O